tert-butyl (6S,9S)-4-((S)-4-((benzyloxy) carbonyl)-3-(cyanomethyl) piperazin-1-yl)-2-(methylsulfanyl)-5,6,7,9-tetrahydro-8H-6,9-methanopyrimido[4,5-c]azepin-8-carboxylate C(C1=CC=CC=C1)OC(=O)N1[C@H](CN(CC1)C1=NC(=NC=2[C@H]3N(C[C@@H](CC21)C3)C(=O)OC(C)(C)C)SC)CC#N